rac-(3R,5S)-1-[3-(1-hydroxyethyl)-6-[5-[(6-methylpyridazin-3-yl)amino]benzimidazol-1-yl]-2-pyridyl]-5-methyl-pyrrolidine-3-carbonitrile OC(C)C=1C(=NC(=CC1)N1C=NC2=C1C=CC(=C2)NC=2N=NC(=CC2)C)N2C[C@@H](C[C@@H]2C)C#N |r|